[Na].OC1=NC=CN=C1 hydroxypyrazine sodium salt